C1(CC1)C(=O)N1[C@H]([C@H]([C@H](C1)F)NS(=O)(=O)C)CC=1C(=C(C=CC1)C1=CC(=CC(=C1)F)F)F N-{(2S,3R,4S)-1-(cyclopropanecarbonyl)-4-fluoro-2-[(2,3',5'-trifluoro[1,1'-biphenyl]-3-yl)methyl]pyrrolidin-3-yl}methanesulfonamide